COC=1C=C(C=CC1OC)C=1NC2=CC=C(C=C2C1C(C)C)OCC(=O)NC1CCN(CC1)C(C)C 2-((2-(3,4-Dimethoxyphenyl)-3-isopropyl-1H-indol-5-yl)oxy)-N-(1-isopropylpiperidin-4-yl)acetamid